COC1=CC=C(C=C1)N=[N+](C2=CC=C(C=C2)OC)[O-] para-azoxyanisole